C(C)C1=C(N=C(C(=N1)C(=O)N)NC1=CC(=C(C=C1)N1CCNCC1)OC)NC1CCOCC1 6-Ethyl-3-((3-methoxy-4-(piperazin-1-yl)phenyl)amino)-5-((tetrahydro-2H-pyran-4-yl)amino)pyrazine-2-carboxamide